BrC=1C(=CC(=C(C1)CO)OC)Cl (5-bromo-4-chloro-2-methoxyphenyl)methanol